3β-octoxycholestane C(CCCCCCC)O[C@@H]1CC2CC[C@H]3[C@@H]4CC[C@H]([C@@H](CCCC(C)C)C)[C@]4(CC[C@@H]3[C@]2(CC1)C)C